CC1(NSC=CC1C(C)(C)C)C 2,3-dihydro-3,3-dimethyl-4-t-butylthiazine